C(C)(=O)N1C[C@H](N(CC1)C(C=C)=O)C1=CC(=CC(=C1)C1=NC=CC=N1)Cl (R)-1-(4-acetyl-2-(3-chloro-5-(pyrimidin-2-yl)phenyl)piperazin-1-yl)prop-2-en-1-one